hydroxychroman-8-sulfonamide OC1OC2=C(C=CC=C2CC1)S(=O)(=O)N